tert-butyl N-[(1R,3S)-3-[[(3-chloropyrazin-2-yl)amino]carbamoyl]cyclohexyl]carbamate ClC=1C(=NC=CN1)NNC(=O)[C@@H]1C[C@@H](CCC1)NC(OC(C)(C)C)=O